NC1=NC2=CC=C(C=C2C=C1C)C(=O)N(CC1=CC=C(C=C1)C(F)(F)F)CC1=C(C=NC=C1F)F 2-amino-N-[(3,5-difluoro-4-pyridyl)methyl]-3-methyl-N-[[4-(trifluoromethyl)phenyl]methyl]quinoline-6-carboxamide